benzoxazolyl-phosphorus nitrogen [N].O1C(=NC2=C1C=CC=C2)[P]